CN1N=C(C(=C1)C(C)N)C 1-(1,3-dimethyl-1H-pyrazol-4-yl)ethanamine